C(C)(C)(C)OC(=O)N1CCC(CC1)CNC(=O)C1(CCN(CC1)C(=O)OCC1=CC=CC=C1)C1=CC=CC=C1 benzyl 4-(((1-(tert-butoxycarbonyl)piperidin-4-yl)methyl)carbamoyl)-4-phenylpiperidine-1-carboxylate